8-Oxo-8-(pentadeca-1,14-dien-8-yloxy)octanoic acid O=C(CCCCCCC(=O)O)OC(CCCCCC=C)CCCCCC=C